F[C@H](C1(COC1)C=1C=C(C=CC1)N1C(C2=CC=CC(=C2C1)C1=CC=CC=C1)=O)C1=NN=CN1C (R)-2-(3-(3-(fluoro(4-methyl-4H-1,2,4-triazol-3-yl)methyl)oxetan-3-yl)phenyl)-4-phenylisoindolin-1-one